N,N'-dimethyl-imidazolidinone CN1C(N(CC1)C)=O